N-[5-(2-Acetamido-6-methyl-4-pyridyl)-4-(3-cyanophenyl)thiazol-2-yl]-2-oxa-6-azaspiro[3.3]heptan-6-carboxamid C(C)(=O)NC1=NC(=CC(=C1)C1=C(N=C(S1)NC(=O)N1CC2(COC2)C1)C1=CC(=CC=C1)C#N)C